N[C@H](C(=O)N[C@H]1CN(CC1)CCCC(=O)N1CCN(CC1)C)CCCN1C(=NC=C1)N (S)-2-amino-5-(2-amino-1H-imidazol-1-yl)-N-((R)-1-(4-(4-methylpiperazin-1-yl)-4-oxobutyl)pyrrolidin-3-yl)pentanamide